2-ethoxy-1-(1-(furan-2-ylmethyl)-2,5-dimethyl-1H-pyrrol-3-yl)prop-2-en C(C)OC(CC1=C(N(C(=C1)C)CC=1OC=CC1)C)=C